ClC1=NC=CC(=N1)C(=O)NC1CCC(CC1)NS(=O)(=O)CC 2-chloro-N-((1r,4r)-4-(ethylsulfonylamino)cyclohexyl)pyrimidine-4-carboxamide